C(C)OC(=O)C1=C(N(C2=CC(=C(C=C12)OC(C)=O)Br)C)C[S@@](=O)C1=CC(=CC=C1)F (R)-5-acetoxy-6-bromo-2-(((3-fluorophenyl)sulfinyl)methyl)-1-methyl-1H-indole-3-carboxylic acid ethyl ester